11-oxo-N-((2-(4-(3-(piperidin-1-yl)propoxy)phenyl)thiazol-5-yl)methyl)-10,11-dihydrodibenzo[b,f][1,4]oxazepine-8-carboxamide O=C1NC2=C(OC3=C1C=CC=C3)C=CC(=C2)C(=O)NCC2=CN=C(S2)C2=CC=C(C=C2)OCCCN2CCCCC2